N1C(NC(C1)=O)=O imidazole-2,4(3H,5H)-dione